CC1=NC=2N(C(=C1)C)N=CC2C(=O)NC2CCC(CC2)NC2=CC=CC=1N2C=C(N1)C(F)(F)F 5,7-dimethyl-N-[(1s,4s)-4-{[2-(trifluoromethyl)imidazo[1,2-a]pyridin-5-yl]amino}cyclohexyl]pyrazolo[1,5-a]pyrimidine-3-carboxamide